4-(2-hydroxytetradecyloxyphenyl)phenyliodonium OC(COC1=C(C=CC=C1)C1=CC=C(C=C1)[IH+])CCCCCCCCCCCC